C1(CCCC1)OC1=CC=C(C=C1)C1=NOC(=N1)C1=CC=C(C=C1)[N+](=O)[O-] 3-(4-(Cyclopentyloxy)phenyl)-5-(4-nitrophenyl)-1,2,4-oxadiazole